(cyclobutylmethyl)-5-(5-ethyl-4H-1,2,4-triazol-3-yl)-2-methylbenzoic acid C1(CCC1)CC=1C(=C(C(=O)O)C=C(C1)C1=NN=C(N1)CC)C